tert-butyl 5-(cyclopropylethynyl)-4-(((7S)-7-(4-(methoxycarbonyl)phenyl)-1-oxa-8-azaspiro[4.5]decan-8-yl)methyl)-7-methyl-1H-indole-1-carboxylate C1(CC1)C#CC=1C(=C2C=CN(C2=C(C1)C)C(=O)OC(C)(C)C)CN1[C@@H](CC2(CCCO2)CC1)C1=CC=C(C=C1)C(=O)OC